3,5-difluoro-4-hydroxy-N-{[(1r,4r)-4-(5-methoxy-2H-indazol-2-yl)cyclohexyl]methyl}benzamide FC=1C=C(C(=O)NCC2CCC(CC2)N2N=C3C=CC(=CC3=C2)OC)C=C(C1O)F